(10E)-5-fluoro-8,13-dioxa-1,16,20,22-tetrazatetracyclo[13.5.2.02,7.018,21]docosa-2(7),3,5,10,15(22),16,18(21),19-octaen-17-ol FC=1C=CC=2N3N=CC=4C(=NC(COC/C=C/COC2C1)=NC34)O